Cl.N[C@@H]1CN(CCC1)C1=CC(=NC=C1C#CC=1C=NN(C1)C(F)(F)F)NC1=NC(=C(C=C1)[N+](=O)[O-])C1=C(C=CC=C1OC)F 4-((S)-3-aminopiperidin-1-yl)-N-(6-(2-fluoro-6-methoxyphenyl)-5-nitropyridin-2-yl)-5-((1-(trifluoromethyl)-1H-pyrazol-4-yl)ethynyl)pyridin-2-amine hydrochloride